(S)-(3,5-difluoro-4-isopropylphenyl)(phenyl)methanaminium chloride [Cl-].FC=1C=C(C=C(C1C(C)C)F)[C@@H]([NH3+])C1=CC=CC=C1